N,N'-bis(3-amino-propyl)ethylenediamine NCCCNCCNCCCN